propyl-sulfur C(CC)[S]